C(C1=CC=CC=C1)N1CC2CCC(CC2C1)=O 2-Benzyloctahydro-5H-isoindol-5-one